FC=1C(=NC(=NC1)NC1CC(CCC1)C(=O)O)C1=CC(=CC=C1)N1C(C=CC=C1)=O 3-((5-fluoro-4-(3-(2-oxopyridin-1(2H)-yl)phenyl)pyrimidin-2-yl)amino)cyclohexane-1-carboxylic acid